(E)-1-(4-(4-(3-aminobenzoyl)piperazin-1-yl)-4-oxobutyl)-2-cyano-3-(pyridin-3-yl)guanidine NC=1C=C(C(=O)N2CCN(CC2)C(CCCN/C(=N\C#N)/NC=2C=NC=CC2)=O)C=CC1